(3aS,4S,6R,6aR)-6-(3-((tert-butyldimethylsilyl)oxy)phenyl)-2,2-dimethyltetrahydro-4H-cyclopenta[d][1,3]dioxol-4-ol [Si](C)(C)(C(C)(C)C)OC=1C=C(C=CC1)[C@H]1C[C@@H]([C@H]2[C@@H]1OC(O2)(C)C)O